(R)-8-chloro-4-((3-chloro-4-fluorophenyl)amino)-6-(((5-chlorothiophen-2-yl)(1-(1-ethylpiperidin-4-yl)-1H-1,2,3-triazol-4-yl)methyl)amino)quinoline-3-carbonitrile ClC=1C=C(C=C2C(=C(C=NC12)C#N)NC1=CC(=C(C=C1)F)Cl)N[C@H](C=1N=NN(C1)C1CCN(CC1)CC)C=1SC(=CC1)Cl